C(CCCCCCCCCCCC)NCCN N-tridecyl-ethylenediamine